3-methoxy-4-(4,4,5,5-tetramethyl-1,3,2-dioxaborolan-2-yl)phenyl-1H-pyrazole COC=1C=C(C=CC1B1OC(C(O1)(C)C)(C)C)N1N=CC=C1